N1=CC=CC2=CC(=CC=C12)NC1=CC=C(C#N)C=C1 4-(quinolin-6-ylamino)benzonitrile